ClC1=C(C=C(C(=O)N2CCC3(CC2)CCC(CC3)C=O)C=C1)N1C(NC(CC1)=O)=O 3-(4-chloro-3-(2,4-dioxotetrahydropyrimidin-1(2H)-yl)benzoyl)-3-azaspiro[5.5]undecane-9-carbaldehyde